FC1=C(C=C(C=C1)F)[C@@H]1N(CCC1)C1=CC=C(C(=N1)NC(=O)NCC1=CC=C(C=C1)F)[N+](=O)[O-] (R)-6-(2-(2,5-difluorophenyl)pyrrolidin-1-yl)-3-nitro-2-(3-(4-fluorobenzyl)ureido)Pyridine